C(CC)[Si](OCCCC)(C)CCC di(n-propyl)methyl(butoxy)silane